BrC1=CC=C(C=N1)/C=C/C1=NC2=CC=CC=C2C=C1 (E)-2-(2-(6-bromopyridine-3-yl)vinyl)quinoline